(4-hydroxyphenyl)-2-propiolactam OC1=CC=C(C=C1)C1(C(=O)N1)C